C(C)C1=NOC(=C1)C=O 3-ethylisoxazole-5-carbaldehyde